4-amino-5-(iodomethyl)-2-methylpyrimidin Hydrobromide Br.NC1=NC(=NC=C1CI)C